2-[2-Chloro-4-(1-methyl-4-pyridin-4-yl-1H-pyrazol-3-yl)-phenoxymethyl]-quinoline ClC1=C(OCC2=NC3=CC=CC=C3C=C2)C=CC(=C1)C1=NN(C=C1C1=CC=NC=C1)C